2-fluoro-6-(trifluoromethyl)benzaldehyde oxime FC1=C(C=NO)C(=CC=C1)C(F)(F)F